[In].[Sn].[Ag] silver-tin-indium